C1(=CC=CC=C1)C1=C(C(=NN=N1)C1=C(C=CC=C1)C1=C(C=CC=2OC3=C(C21)C=CC=C3)C3=CC=CC=C3)C3=CC=CC=C3 (diphenyltriazinyl)(phenyldibenzofuranyl)benzene